3-acetyl-glutamine C(C)(=O)C([C@H](N)C(=O)O)CC(N)=O